4-(2-chloro-6-{1-[(R)-methylsulfinyl]cyclopropyl}-4-pyrimidinyl)-3-methylmorpholine ClC1=NC(=CC(=N1)N1C(COCC1)C)C1(CC1)[S@](=O)C